C1(CC1)CN1C=C(C2=NN(C(C(=C21)C=2C=NC(=CC2)C2CC2)=O)C2=CC1=CN(N=C1C=C2)C)S(=O)(=O)N(C)C 5-(cyclopropylmethyl)-4-(6-cyclopropylpyridin-3-yl)-N,N-dimethyl-2-(2-methyl-2H-indazol-5-yl)-3-oxo-3,5-dihydro-2H-pyrrolo[3,2-c]pyridazine-7-sulfonamide